4-chloro-8-(2,2-dimethylpropyl)-2-(methylsulfanyl)pyrido[2,3-d]pyrimidin-7(8H)-one ClC=1C2=C(N=C(N1)SC)N(C(C=C2)=O)CC(C)(C)C